FC(OC1=CC=CC=2C(N[C@H]3C=4N([C@@H](C21)C3)C3=C(N4)C=C(C(=C3)C3=CC(=C(C=C3)P(=O)(C)C)F)F)=O)F (7R,14R)-1-(difluoromethoxy)-11-(4-(dimethylphosphoryl)-3-fluorophenyl)-10-fluoro-6,7-dihydro-7,14-methanobenzo[f]benzo[4,5]imidazo[1,2-a][1,4]diazocin-5(14H)-one